CN(C)\C=N\C1=CC(N(C=C1)C1CCN(CC1)C(=O)OC(C)(C)C)=O tert-butyl (E)-4-(4-(((dimethylamino)methylene)amino)-2-oxopyridin-1(2H)-yl)piperidine-1-carboxylate